(4-(4-formamido-3-methoxyphenyl)-1-methyl-1H-pyrazol-5-yl)methyl formate C(=O)OCC1=C(C=NN1C)C1=CC(=C(C=C1)NC=O)OC